ClC1=C(C=CC=2N=CSC21)C2=NNC=1N=C(N(C(C12)=O)C)N1[C@H]2[C@@H](C[C@@H]1CC2)NC 3-(7-Chlorobenzo[d]thiazol-6-yl)-5-methyl-6-((1R,2R,4S)-2-(methylamino)-7-azabicyclo[2.2.1]heptan-7-yl)-1,5-dihydro-4H-pyrazolo[3,4-d]pyrimidin-4-one